1,2-dioleyloxy-3-ethoxypropane C(CCCCCCC\C=C/CCCCCCCC)OCC(COCC)OCCCCCCCC\C=C/CCCCCCCC